N1(N=CC=C1)CC1N(CCC1)C1=CC(=CC(N1)=O)N1CCOCC1 6-(2-((1H-pyrazol-1-yl)methyl)pyrrolidin-1-yl)-4-morpholinopyridin-2(1H)-one